C(C=C)N1N=CC(=C1)C1=CC2=C(C=C1OC)OCC1=C2N(N=C1)C1=CSC=C1 8-(1-Allyl-1H-pyrazol-4-yl)-7-methoxy-1-thiophen-3-yl-1,4-dihydro-chromeno[4,3-c]pyrazol